ClC=1C=C2C=NC(=NC2=CC1N1CCN(CC1)C1(COC1)C)NC=1C=NN(C1Cl)CC1(COC1)C 6-chloro-N-{5-chloro-1-[(3-methyloxetan-3-yl)methyl]-1H-pyrazol-4-yl}-7-[4-(3-methyloxetan-3-yl)piperazin-1-yl]quinazolin-2-amine